2,5-dioxopyrrolidin-1-yl (1S,2R)-2-methyl-2-phenylcyclopropane-1-carboxylate C[C@@]1([C@H](C1)C(=O)ON1C(CCC1=O)=O)C1=CC=CC=C1